(3R)-3-aminoazepin-2-one-hydrochloride Cl.NC=1C(N=CC=CC1)=O